bis-(perfluoroheptyl)phosphonic acid FC(C(C(C(C(C(C(F)(F)F)(F)F)(F)F)(F)F)(F)F)(F)F)(F)OP(OC(C(C(C(C(C(C(F)(F)F)(F)F)(F)F)(F)F)(F)F)(F)F)(F)F)=O